N,N'-bis(3,5-di-tert-butyl-4-hydroxyphenylpropionyl)hexamethylendiamide C(C)(C)(C)C=1C=C(C=C(C1O)C(C)(C)C)CCC(=O)[N-]CCCCCC[N-]C(CCC1=CC(=C(C(=C1)C(C)(C)C)O)C(C)(C)C)=O